C(CCCCCCCCCCC\C=C/C\C=C/CCCCC)OCC(COCCCCCC)N(C)C [(13Z,16Z)-docosa-13,16-dien-1-yloxy]-3-(hexyl-oxy)-N,N-dimethylpropan-2-amine